{3-[1-(4-amino-3-methyl-1H-pyrazolo[3,4-d]pyrimidin-1-yl)ethyl]-5-chloro-2-ethoxy-6-fluorophenyl}-1,3-oxazolidin-2-one NC1=C2C(=NC=N1)N(N=C2C)C(C)C=2C(=C(C(=C(C2)Cl)F)N2C(OCC2)=O)OCC